N-(6-bromo-4-methoxypyridin-3-yl)-3-(2-isopropylphenyl)azetidine-3-carboxamide BrC1=CC(=C(C=N1)NC(=O)C1(CNC1)C1=C(C=CC=C1)C(C)C)OC